(R)-3-((2-((S)-amino(4,4-difluorocyclohexyl)methyl)imidazo[1,2-b]pyridazin-6-yl)methyl)piperidin-2-one N[C@H](C=1N=C2N(N=C(C=C2)C[C@@H]2C(NCCC2)=O)C1)C1CCC(CC1)(F)F